9-(2-(3-Fluoropyridin-2-yl)ethyl)-4-isopropyl-1-oxa-4,9-diazaspiro[5.5]undecan FC=1C(=NC=CC1)CCN1CCC2(CN(CCO2)C(C)C)CC1